3-ethyl-3-(2-naphthyloxy)methyloxetane C(C)C1(COC1)COC1=CC2=CC=CC=C2C=C1